C1(=CC=CC=C1)C1OC2=CC=CC=C2C(C1)=O 2-phenyl-2,3-dihydrochromen-4-one